2-(2,6-dichloro-3-methylphenylamino)-N-(2-hydroxyethyl)-benzenesulfonamide ClC1=C(C(=CC=C1C)Cl)NC1=C(C=CC=C1)S(=O)(=O)NCCO